CC1=NOC(=C1C=1C=C2C(=NC1)C(=CN2C2=C(C=C(C(=O)O)C=C2OCC(F)(F)F)OCC(F)(F)F)C2=CC=CC=C2)C 4-(6-(3,5-dimethylisoxazol-4-yl)-3-phenyl-1H-pyrrolo[3,2-b]pyridin-1-yl)-3,5-bis(2,2,2-trifluoroethoxy)benzoic acid